triethyl-(methoxymethyl)phosphine C(C)P(COC)(CC)CC